N(CCO)(CCO)CCO NITRILOTRIS[ETHANOL]